(S)-1-Amino-N-(1-(5-(benzhydrylamino)pyridin-2-yl)-2,2,2-trifluoroethyl)-N-methylcyclopropane-1-carboxamide dihydrochloride Cl.Cl.NC1(CC1)C(=O)N(C)[C@H](C(F)(F)F)C1=NC=C(C=C1)NC(C1=CC=CC=C1)C1=CC=CC=C1